ClC1=CC=C(C(=N1)C(=O)NS(=O)(=O)C)N[C@H](C)C=1C=C(C=C2C(N(C(=NC12)N1CCC(CC1)C1=NC(=CN=C1)C)C)=O)C (R)-6-chloro-3-((1-(3,6-dimethyl-2-(4-(6-methylpyrazin-2-yl)piperidin-1-yl)-4-oxo-3,4-dihydroquinazolin-8-yl)ethyl)amino)-N-(methylsulfonyl)picolinamide